NCC1=CC=C2CN(C(C2=C1)=O)C1C(NC(CC1)=O)=O 3-(6-(aminomethyl)-1-oxoisoindolin-2-yl)piperidine-2,6-dione